C[C@@H](CO)N(CC1=CC=CC=C1)CC2=CC=CC=C2 (S)-(+)-2-(dibenzylamino)-1-propanol